7-(3-(quinolin-6-ylmethyl)-[1,2,4]triazolo[4,3-b]pyridazin-6-yl)-2H-benzo[b][1,4]oxazin-3(4H)-one N1=CC=CC2=CC(=CC=C12)CC1=NN=C2N1N=C(C=C2)C=2C=CC1=C(OCC(N1)=O)C2